2-(2-Chlorophenyl)-N-[(4S)-3,4-dihydro-2H-chromen-4-yl]quinoxaline-6-carboxamide ClC1=C(C=CC=C1)C1=NC2=CC=C(C=C2N=C1)C(=O)N[C@H]1CCOC2=CC=CC=C12